C[C@@H]1CO1 (R)-2-methyl ethylene oxide